2-((1-(7-methyl-4-oxo-2-(piperidin-1-yl)-4H-pyrido[1,2-a]pyrimidin-9-yl)ethyl)amino)benzonitrile CC=1C=C(C=2N(C(C=C(N2)N2CCCCC2)=O)C1)C(C)NC1=C(C#N)C=CC=C1